ClC=1C=C2C=CC(=CC2=CC1)OCC(CN1CCN(CC1)C1=C(C=CC=C1)Cl)O 1-((6-chloronaphthalen-2-yl)oxy)-3-(4-(2-chlorophenyl)piperazin-1-yl)propan-2-ol